ClC=1C=C(C=CC1)NC(=O)NC1=CC(=C(C=C1)F)C(=O)C=1C=C2N=CC=NC2=CC1 1-(3-chlorophenyl)-3-(4-fluoro-3-(quinoxaline-6-carbonyl)phenyl)urea